N-(4-aminobutyl)-3-(4-cyanophenyl)-2-(p-tolyl)imidazo[1,2-a]pyridine-6-carboxamide NCCCCNC(=O)C=1C=CC=2N(C1)C(=C(N2)C2=CC=C(C=C2)C)C2=CC=C(C=C2)C#N